(R)-(+)-2-(tert-butoxycarbonylamino)-3-phenyl-1-propanol CC(C)(C)OC(=O)N[C@H](CC1=CC=CC=C1)CO